C(C)OC=1C(=NC(=C(C1)N1[C@@H](CN(CC1)C(=O)C=1C(=NC(=CC1)OC)C(F)(F)F)CC)C(=O)N[C@H]1CNCC1)C=1C=NC=CC1 ethoxy-5-[(2R)-2-ethyl-4-[6-methoxy-2-(trifluoromethyl)pyridine-3-carbonyl]piperazin-1-yl]-N-[(3R)-pyrrolidin-3-yl]-[2,3'-bipyridine]-6-carboxamide